BrC=1C=C(CNC(C)=O)C=CC1CN1C(N(CCC1)C1=CC(=C(C=C1)OC)OCCCCC)=O N-(3-bromo-4-((3-(4-methoxy-3-(pentyloxy)phenyl)-2-oxotetrahydropyrimidin-1(2H)-yl)methyl)benzyl)acetamide